CC(=O)N[C@@H]1[C@H](C[C@@](O[C@H]1[C@@H]([C@@H](CO)O)O)(C(=O)O)O[C@H]2[C@H]([C@H](O[C@H]([C@@H]2O)O[C@@H]3[C@H]([C@@H](O[C@@H]([C@H]3O)CO)OC[C@@H]4[C@H]([C@@H]([C@@H]([C@H](O4)OC[C@@H]5[C@H]([C@@H]([C@@H]([C@@H](O5)O[C@@H]6[C@H](O[C@H]([C@@H]([C@H]6O)NC(=O)C)O[C@@H]7[C@H](O[C@H]([C@@H]([C@H]7O)NC(=O)C)O)CO)CO)O)O[C@@H]8[C@H]([C@H]([C@@H]([C@H](O8)CO)O)O)O[C@H]9[C@@H]([C@H]([C@@H]([C@H](O9)CO)O)O[C@H]1[C@@H]([C@H]([C@H]([C@H](O1)CO)O)O[C@@]1(C[C@@H]([C@H]([C@@H](O1)[C@@H]([C@@H](CO)O)O)NC(=O)C)O)C(=O)O)O)NC(=O)C)O)O[C@H]1[C@@H]([C@H]([C@@H]([C@H](O1)CO)O)O[C@H]1[C@@H]([C@H]([C@H]([C@H](O1)CO)O)O[C@@]1(C[C@@H]([C@H]([C@@H](O1)[C@@H]([C@@H](CO)O)O)NC(=O)C)O)C(=O)O)O)NC(=O)C)O)O)NC(=O)C)CO)O)O The molecule is a branched amino oligosaccharide that is a tetradecasaccharide comprising a linear trisaccharide of beta-D-mannose and two N-acetyl-beta-D-glucosamine residues all linked in sequence (1->4), to the mannosyl residue of which are linked an N-acetyl-alpha-neuraminyl-(2->3)-beta-D-galactosyl-(1->3)-N-acetyl-beta-D-glucosaminyl-(1->2)-[N-acetyl-alpha-neuraminyl-(2->3)-beta-D-galactosyl-(1->3)-N-acetyl-beta-D-glucosaminyl-(1->6)]-alpha-D-mannosyl branched heptasaccharide unit [linked (1->6)], and an N-acetyl-alpha-neuraminyl-(2->3)-beta-D-galactosyl-(1->3)-N-acetyl-beta-D-glucosaminyl-(1->2)-alpha-D-mannosyl linear tetrasaccharide unit [linked (1->3)]. It is an amino oligosaccharide and a glucosamine oligosaccharide.